C(C)(C)(C)OC(=O)N1CC(CC1)CN(CCC(=O)OC)C1=CC(=CC=C1)N1N=C(C=C1C)C 3-(((3-(3,5-dimethyl-1H-pyrazol-1-yl)phenyl)(3-methoxy-3-oxopropyl)amino)methyl)pyrrolidine-1-carboxylic acid tert-butyl ester